C1(C(CCCC1)C(=O)OCC1CO1)C(=O)OCC1CO1 1,2-cyclohexanedicarboxylic acid, diglycidyl ester